ClC=1CN(C(=CC1OCC1=NC=C(C=C1F)F)C)C1=CC=NC=C1C 3-chloro-4-((3,5-difluoropyridin-2-yl)methoxy)-5',6-dimethyl-2H-[1,4'-bipyridine]